FC=1C=C(C=C(C1)F)[C@H]1N(OCC1)C(=O)[C@@H]1CC[C@H](CC1)CC=1C=C(C=2N(C1)N=C(N2)C)F trans-[(3S)-3-(3,5-difluorophenyl)isoxazolidin-2-yl]-[4-[(8-fluoro-2-methyl-[1,2,4]triazolo[1,5-a]pyridin-6-yl)methyl]cyclohexyl]methanone